3,3'-(thiophene-2-ylmethylene)bis(1-methyl-1H-indole) S1C(=CC=C1)C(C1=CN(C2=CC=CC=C12)C)C1=CN(C2=CC=CC=C12)C